3-(5-Formylpyridin-3-yl)benzonitrile C(=O)C=1C=C(C=NC1)C=1C=C(C#N)C=CC1